7-[2-(Benzoxycarbonylamino)butyl]-2-chloro-pyrrolo[2,3-d]pyrimidine-6-carboxylic acid C(C1=CC=CC=C1)OC(=O)NC(CN1C(=CC2=C1N=C(N=C2)Cl)C(=O)O)CC